(cyclopentanecarboxamido)tetrahydro-2H-pyran-2,4,5-triyl triacetate C(C)(=O)OC1(OCC(C(C1)OC(C)=O)OC(C)=O)NC(=O)C1CCCC1